CC(C1=CC=CC=C1)(C)C=1C=CC=2NC3=CC=C(C=C3SC2C1)C(C1=CC=CC=C1)(C)C 3,7-bis(alpha,alpha-dimethylbenzyl)-10H-phenothiazine